C(C=CC1=CC=CC=C1)(=O)OC1=CC=CC=C1 (cinnamoyl-oxy)benzene